BrC1=C(N(C=2N=CN=C(C21)N)C)C2=NC=C(N=C2C)C#C[Si](C)(C)C(C)(C)C 5-bromo-6-{5-[2-(tert-butyl-dimethylsilyl)ethynyl]-3-methylpyrazin-2-yl}-7-methyl-7H-pyrrolo[2,3-d]pyrimidin-4-amine